FC=1C=C(CC=2C=CC(=NC2)NC(=O)C2=NN(C=C2)CC)C=C(C1)F N-(5-(3,5-difluorobenzyl)pyridin-2-yl)-1-ethyl-1H-pyrazole-3-carboxamide